NC=1C=C(C(=O)O)C(=CN1)SC1=CC(=CC=C1)Cl 2-Amino-5-[(3-chlorophenyl)thio]isonicotinic acid